FC1=C(C=CC(=C1)C1CCCN2C1=NS(CC2)(=O)=O)C2=CC=CC=C2 9-(2-fluorobiphenyl-4-yl)-3,4,6,7,8,9-hexahydropyrido[2,1-c][1,2,4]thiadiazine 2,2-dioxide